9-chloro-1,5-dioxo-3,4-dihydro-1H-chromeno[2,3-c]pyridin ClC=1C=CC=C2C(C3=C(C(NCC3)=O)OC12)=O